ethyl-(R)-2-methylpropane-2-sulfinamide C(C)CC(C)([S@@](=O)N)C